C(C)OC(=O)C=1N(C=CN1)NS(=O)(=O)CNC(C1=CC=CC=C1)=O 1-[(Benzoylamino-methylsulfonyl)amino]-1H-imidazole-2-carboxylic acid ethyl ester